2-(3,5-dimethyl-1-(4-(5-(trifluoromethyl)-1,2,4-oxadiazol-3-yl)phenyl)-1H-pyrazol-4-yl)-N-(pyridin-2-yl)acetamide CC1=NN(C(=C1CC(=O)NC1=NC=CC=C1)C)C1=CC=C(C=C1)C1=NOC(=N1)C(F)(F)F